copper (II) 2-isopropyl-5-methylphenolate C(C)(C)C1=C(C=C(C=C1)C)[O-].[Cu+2].C(C)(C)C1=C(C=C(C=C1)C)[O-]